C[C@H]1CC2=C(NN=C2C(=O)O)[C@H](O1)C (5S,7R)-5,7-dimethyl-1,4,5,7-tetrahydropyrano[3,4-c]pyrazole-3-carboxylic acid